C(CCCCCCC[N+]1=CC=C(C=C1)C)[N+]1=CC=C(C=C1)C d-1,1'-(oct-1,8-diyl)bis(4-methylpyridin-1-ium)